N=1N(N=C2C1C=CC=C2)C2=C(C(=CC(=C2)C(C)(C)C)C(C)CC)O 2-(2H-benzotriazole-2-yl)-4-tert-butyl-6-sec-butyl-phenol